N-[(6-Amino-2-pyridyl)sulfonyl]-6-[3-(trifluoromethyl)phenyl]-2-(2,4,6-trimethylphenoxy)pyridin-3-carboxamid NC1=CC=CC(=N1)S(=O)(=O)NC(=O)C=1C(=NC(=CC1)C1=CC(=CC=C1)C(F)(F)F)OC1=C(C=C(C=C1C)C)C